ClC1=NC(=NC=N1)NC=1C=C(C=CC1)NCC=CC N-(3-((4-chloro-1,3,5-triazin-2-yl)amino)phenyl)but-2-enamine